N-((((1R,2R)-2-(3,5-dimethyl-1H-pyrazol-1-yl)cyclohexyl)oxy)carbonyl)-O-((1S,3S)-3-(2-(5,6,7,8-tetrahydro-1,8-naphthyridin-2-yl)ethyl)cyclobutyl)-L-homoserine CC1=NN(C(=C1)C)[C@H]1[C@@H](CCCC1)OC(=O)N[C@@H](CCOC1CC(C1)CCC1=NC=2NCCCC2C=C1)C(=O)O